C(C)(C)(C)OC(=O)C12CNCC(NC1)CC2 3,6-diazabicyclo[3.2.2]nonane-1-carboxylic acid tert-butyl ester